[Ni].[Sn].[Cu] Copper-tin-nickel